C(CCCC=CC)[Si](OCC)(OCC)OCC 5-heptenyltriethoxysilane